BrC1=C2C=NN(C2=CC2=C1C(=CCC2)C#C[Si](C(C)C)(C(C)C)C(C)C)C2OCCCC2 4-bromo-1-(tetrahydro-2H-pyran-2-yl)-5-((triisopropylsilyl)ethynyl)-7,8-dihydro-1H-benzo[f]indazole